N1=CN=C(C2=C1NC=C2)N2CCC1CCNCC1C2 7-(7H-pyrrolo[2,3-d]pyrimidin-4-yl)-1,2,3,4,4a,5,6,8-octahydro-2,7-naphthyridine